OC(CC(NC(C(NC(N(CC=1N=C(SC1)C(C)C)C)=O)C(C)C)=O)CC1=CC=CC=C1)C(NC(=O)OCC1=CN=CS1)CC1=CC=CC=C1 10-hydroxy-2-methyl-5-(1-methylethyl)-1-[2-(1-methylethyl)-4-thiazolyl]-3,6-dioxo-8,11-bis(benzyl)-2,4,7,12-tetraazatridecane-13-oic acid, 5-thiazolylmethyl ester